indoline-6-sulfonamide N1CCC2=CC=C(C=C12)S(=O)(=O)N